2-(8-chloro-2-(2-cyanoprop-2-yl)-9-(dimethylamino)-5-oxobenzo[b][1,8]naphthyridin-10(5H)-yl)acetic acid ClC=1C=CC2=C(N(C=3N=C(C=CC3C2=O)C(C)(C)C#N)CC(=O)O)C1N(C)C